N1(N=CC=C1)C1=NC(=NC=C1)N1CCC(CC1)(O)C1=CC=C(C=C1)F 1-(4-(1H-pyrazol-1-yl)pyrimidin-2-yl)-4-(4-fluorophenyl)piperidin-4-ol